[Na+].[Na+].P(=O)([O-])([O-])OC[C@H]([C@H]([C@@H]([C@H](C=O)O)O)O)O D-glucose 6-phosphate disodium salt